FC1=CC=C(C=C1)C1=NN=C(S1)CN1N=CC=CC1=O 2-((5-(4-fluorophenyl)-1,3,4-thiadiazol-2-yl)methyl)pyridazine-3(2H)-one